CC=1C=C(C=CC1)N1CCC(=CC1)C1=CC=CC=2NC=NC21 4-(1-m-methylphenyl-1,2,3,6-tetrahydropyridin-4-yl)-1H-benzo[d]imidazole